dimethyl-(allyl)silylmethylplatinum C[Si](CC=C)(C)C[Pt]